iodosobenzene bis(trifluoroacetate) FC(C(=O)O)(F)F.FC(C(=O)O)(F)F.I(=O)C1=CC=CC=C1